4-bromo-7-fluoro-1-(methyl-d3)-1H-indazole BrC1=C2C=NN(C2=C(C=C1)F)C([2H])([2H])[2H]